C(C)(C)(C)OC(=O)N1CC(CC=C1C=1C=CC2=C(CC3(CCN(CC3)C)O2)C1)C tert-butyl-3-methyl-6-(1'-methyl-3H-spiro[benzofuran-2,4'-piperidin]-5-yl)-3,4-dihydropyridine-1(2H)-carboxylate